ClCN([C@@H](C(C)C)C(=O)O)C(=O)OC(C)(C)C Chloromethyl-Boc-Valine